[B+3].[O-2].[Zr+4] zirconium oxide boron